C(C)(C)(C)OC(=O)N[C@H](C(=O)OCC)CC1CCCCC1 ethyl (S)-2-((tert-butoxycarbonyl)amino)-3-cyclohexylpropanoate